3-[(3,4-Diethylphenoxypropylsulfanyl)methyl]-1H-1,2,4-triazol-5(4H)-one C(C)C=1C=C(OCCCSCC2=NNC(N2)=O)C=CC1CC